C(C1=C(C(=CC(=C1)C)C(C)(C)C)O)C1=C(C(=CC(=C1)C)C(C)(C)C)O 2,2'-methylene-bis(6-tert-butyl-4-methylphenol)